5-[[2-[[2-(2,6-dioxo-3-piperidyl)-1-oxo-isoindolin-4-yl]amino]acetyl]amino]pentanoic acid O=C1NC(CCC1N1C(C2=CC=CC(=C2C1)NCC(=O)NCCCCC(=O)O)=O)=O